1-methyl-3-(trifluoromethyl)-N-(1-(3-(2-(trifluoromethyl)pyridin-4-yl)-1,2,4-thiadiazol-5-yl)ethyl)-1H-pyrazole-5-carboxamide CN1N=C(C=C1C(=O)NC(C)C1=NC(=NS1)C1=CC(=NC=C1)C(F)(F)F)C(F)(F)F